Cl.N=1N2C(=CC1C=1C=C(C(=NC1)N)SC(F)(F)F)[C@]1(CC2)CNCC1 |r| (rac)-5-[5',6'-dihydrospiro[pyrrolidine-3,4'-pyrrolo[1,2-b]pyrazol]-2'-yl]-3-[(trifluoromethyl)sulfanyl]pyridin-2-amine-hydrochloride salt